[N+](=O)([O-])C=1C=NN(C1)CC1OCCC1 4-nitro-1-[(oxolan-2-yl)methyl]-1H-pyrazole